N-hydroxymethyl-3-(dimethoxyphosphoryl)propionamide OCNC(CCP(=O)(OC)OC)=O